FC=1C=C(C(=C(C1)C=O)O)C=O 5-Fluoro-2-hydroxy-1,3-benzenedicarboxaldehyde